Benzyl (3S,4S)-3-azido-4-(methoxy-d3)pyrrolidine-1-carboxylate N(=[N+]=[N-])[C@H]1CN(C[C@@H]1OC([2H])([2H])[2H])C(=O)OCC1=CC=CC=C1